(1S)-1-[4-(4-methylthiazol-5-yl)phenyl]ethylamine hydrochloride Cl.CC=1N=CSC1C1=CC=C(C=C1)[C@H](C)N